CC1=C(C=2N(C=C1C1=C(C3=NC(=CC=C3N1)N1CCN(CC1)C(CN1CC3(CCO3)C1)=O)C(C)C)N=CN2)C 1-[4-(2-{7,8-Dimethyl-[1,2,4]triazolo[1,5-a]pyridin-6-yl}-3-(propan-2-yl)-1H-pyrrolo[3,2-b]pyridin-5-yl)piperazin-1-yl]-2-{1-oxa-6-azaspiro[3.3]heptan-6-yl}ethan-1-on